N1(CCCC1)CC=1C=C(C=CC1)C=1N=NNC1 4-(3-(pyrrolidin-1-ylmethyl)phenyl)-1H-1,2,3-triazol